(2R,4S)-1-((2'-chloro-5-(difluoromethyl)-[1,1'-biphenyl]-2-yl)sulfonyl)-4-fluoro-2-methylpiperidine-4-carboxylic acid ClC1=C(C=CC=C1)C1=C(C=CC(=C1)C(F)F)S(=O)(=O)N1[C@@H](C[C@@](CC1)(C(=O)O)F)C